CN1C(C=2C=C(C=C(C2C=2C1=NN(C2)C2CCOCC2)C(C)NC2=C(C(=O)O)C=CC=C2)C)=O ((1-(4,7-dimethyl-5-oxo-2-(tetrahydro-2H-pyran-4-yl)-4,5-dihydro-2H-pyrazolo[3,4-c]isoquinolin-9-yl)ethyl)amino)benzoic acid